C(#N)C=1C=C(OCCC2CN(CCC2)C(=O)OC(C)(C)C)C=C(C1C)C tert-butyl 3-(2-(3-cyano-4,5-dimethylphenoxy)ethyl)piperidine-1-carboxylate